P(=O)(OC)(OC)OC triMethyl Phosphate